1-(2-(dimethylamino)ethyl)-N1-ethyl-5-fluoro-N4-(4-(1-methyl-1H-indol-3-yl)-7-tosyl-7H-pyrrolo[2,3-d]pyrimidin-2-yl)-2-nitrobenzene-1,4-diamine CN(CCC1(C(C=C(C(=C1)F)NC=1N=C(C2=C(N1)N(C=C2)S(=O)(=O)C2=CC=C(C)C=C2)C2=CN(C1=CC=CC=C21)C)[N+](=O)[O-])NCC)C